2-(3-(octahydrocyclopenta[c]pyrrol-5-yl)-1H-pyrrolo[2,3-c]pyridin-1-yl)benzamide C1NCC2C1CC(C2)C2=CN(C1=CN=CC=C12)C1=C(C(=O)N)C=CC=C1